CC1(OC=2C=C(C=C(C2C2C1CC=C(C2)C)O)CC#CCCCCCC)C 6,6,9-Trimethyl-3-non-2-ynyl-6a,7,10,10a-tetrahydrobenzo[c]chromen-1-ol